methylalanine sodium [Na].CN[C@@H](C)C(=O)O